5-((2,5-dichlorophenyl)thio)-2-(4-morpholinophenyl)-6-oxo-2-(thiophen-3-yl)-1,2,3,6-tetrahydropyridin-4-yl (2-methoxyethyl) carbonate C(OC=1CC(NC(C1SC1=C(C=CC(=C1)Cl)Cl)=O)(C1=CSC=C1)C1=CC=C(C=C1)N1CCOCC1)(OCCOC)=O